COC1CC(C1)CN[C@@H]1[C@@H](CCCC1)OC=1C=C2CN(C(C2=CC1)=O)C1C(NC(CC1)=O)=O 3-(5-(((1R,2S)-2-(((3-methoxycyclobutyl)methyl)amino)cyclohexyl)oxy)-1-oxoisoindolin-2-yl)piperidine-2,6-dione